N1=CC=C(C=C1)CO[C@@H]1CC2=CC[C@H]3[C@@H]4CC=C([C@@]4(C)CC[C@@H]3[C@]2(CC1)C)N1C=NC2=C1C=CC=C2 3β-(Pyridin-4-ylmethoxy)-17-(1H-benzimidazol-1-yl)androsta-5,16-dien